5-(indoline-1-carbonyl)-1,3-dihydrobenzimidazol-2-one N1(CCC2=CC=CC=C12)C(=O)C1=CC2=C(NC(N2)=O)C=C1